C1(CC1)CN1C=2N(C3=C(C1=O)SC(=C3)C)C(NN2)=S 4-(cyclopropylmethyl)-7-methyl-1-thioxo-2,4-dihydrothieno[2,3-e][1,2,4]triazolo[4,3-a]pyrimidin-5(1H)-one